N-(2-(2-ethyl-4-((3-(3-(trifluoromethyl)-1H-pyrazol-4-yl)imidazo[1,2-a]pyrazin-8-yl)amino)benzamido)ethyl)piperidine-4-carboxamide formate C(=O)O.C(C)C1=C(C(=O)NCCNC(=O)C2CCNCC2)C=CC(=C1)NC=1C=2N(C=CN1)C(=CN2)C=2C(=NNC2)C(F)(F)F